N[C@H]1CN(C[C@@H](C1)F)C(=O)C1=CC2=C(N(C(=N2)C2=CC=3C(=NC(=CC3)C=3C=C(C=CC3)CC(=O)N)N2CC2CC2)C)C(=C1)OC 2-[3-(2-{5-[(3R,5R)-3-amino-5-fluoropiperidine-1-carbonyl]-7-methoxy-1-methyl-1H-1,3-benzodiazol-2-yl}-1-(cyclopropylmethyl)-1H-pyrrolo[2,3-b]pyridin-6-yl)phenyl]acetamide